dibromo-4,4'-biphenyl BrC1=CC=C(C=C1)C1=CC=C(C=C1)Br